(s)-10-chloro-11-(4-fluorophenyl)-3-methoxy-8-(piperazin-1-yl)-3,4-dihydro-2H,6H-[1,4]thiazepino[2,3,4-ij]quinazolin-6-one ClC=1C=C2C(=NC(N3C2=C(C1C1=CC=C(C=C1)F)SC[C@H](C3)OC)=O)N3CCNCC3